OB1OCC(C1)C=1C=C(C=CC1)C1=CC(=C(C(=C1)OC)OC)C#N 3'-(2-Hydroxy-1,2-oxaborolan-4-yl)-4,5-dimethoxy-[1,1'-biphenyl]-3-carbonitril